O=C1NC(CCC1N1CC2=CC=C(C=C2C1=O)CCC(=O)O)=O 3-(2-(2,6-dioxopiperidin-3-yl)-3-oxoisoindolin-5-yl)propionic acid